(R)-4-(2-(hydroxymethyl)pyrrolidin-1-yl)-2-(1-(3,4,5-trimethoxyphenyl)-1H-imidazol-4-ylamino)-5H-pyrrolo[3,4-d]pyrimidine-6(7H)-carboxylic acid tert-butyl ester C(C)(C)(C)OC(=O)N1CC=2N=C(N=C(C2C1)N1[C@H](CCC1)CO)NC=1N=CN(C1)C1=CC(=C(C(=C1)OC)OC)OC